CN1N=C(N=N1)C(N1CC2NC(C1)C2)C2=CC=CC=C2 3-((2-methyl-2H-tetrazol-5-yl)(phenyl)methyl)-3,6-diazabicyclo[3.1.1]heptane